ClC=1C(=CC=2N(N1)C=C(N2)[C@H](CCC(C(F)(F)F)(C)C)NC(OC(C)(C)C)=O)[C@@H](COC2CC2)N2C(NCC(C2)(F)F)=O tert-butyl ((S)-1-(6-chloro-7-((S)-2-cyclopropoxy-1-(5,5-difluoro-2-oxotetrahydropyrimidin-1(2H)-yl)ethyl)imidazo[1,2-b]pyridazin-2-yl)-5,5,5-trifluoro-4,4-dimethylpentyl)carbamate